ClC=1C(=C(C=CC1)NC1=NC=NC2=CC(=C(C=C12)[N+](=O)[O-])C#CC1(CNCC1)OC)F N-(3-chloro-2-fluoro-phenyl)-7-[2-(3-methoxypyrrolidin-3-yl)ethynyl]-6-nitro-quinazolin-4-amine